FC(C(=O)O)(F)F.NC=1C2=C(N=CN1)N(C1=C2C=2C(C(CC1)O)=C(ON2)C2CC2)C=2C=NC(=CC2)OC 11-Amino-3-cyclopropyl-7-(6-methoxypyridin-3-yl)-4,5,6,7-tetrahydroisoxazolo[4'',3'':6',7']cyclohepta[1',2':4,5]pyrrolo[2,3-d]pyrimidin-4-ol 2,2,2-trifluoroacetate